methyl hydrogen (3-((6-amino-8-hydroxy-2-(2-hydroxyethoxy)-9H-purin-9-yl)methyl)-5-methoxybenzyl)phosphonate NC1=C2N=C(N(C2=NC(=N1)OCCO)CC=1C=C(CP(OC)(O)=O)C=C(C1)OC)O